C(CCC)C(C(N(C([O-])=O)CCCBr)(CCCC)CCCC)(C1=CC=CC=C1)CCCC tetrAbutyl-(3-bromopropyl)(phenethyl)carbamate